CCC(CC)N1N=CC(=C1)C=1C=2N(C=C(N1)C=1C=NN(C1)C[C@@H]([C@H](C)O)O)N=CC2 (2S,3S)-1-(4-(4-(1-(pent-3-yl)-1H-pyrazol-4-yl)pyrazolo[1,5-a]pyrazin-6-yl)-1H-pyrazol-1-yl)butane-2,3-diol